C(C1=CC=CC=C1)N(C(CC)=O)S(=O)(=O)C=1C=C(C(=CC1Cl)F)C1=C(C(=C(C=C1F)F)F)F N-benzyl-N-((4-chloro-2',3',4',6,6'-pentafluoro-[1,1'-biphenyl]-3-yl)sulfonyl)propionamide